C1(CC1)C1=C(C=C(C(=C1)CN1CCC2(CN(S(N2)(=O)=O)C2=CC=C(C(=O)OC(C)(C)C)C=C2)CC1)OCC)C1=CC=C(C=C1)F tert-butyl 4-(8-((2-cyclopropyl-5-ethoxy-4'-fluoro-[1,1'-biphenyl]-4-yl)methyl)-2,2-dioxido-2-thia-1,3,8-triazaspiro[4.5]decan-3-yl)benzoate